N[C@@H](C(=O)O[C@@H]1[C@H](O[C@]([C@@H]1O)(C1=CC=C2C(=NC=NN21)NC(C(CC)CC)=O)C#N)COC(CC2=CC=CC=C2)=O)C(C)(C)C (2R,3S,4R,5R)-5-cyano-5-(4-(2-ethylbutanamido)pyrrolo[2,1-f][1,2,4]triazin-7-yl)-4-hydroxy-2-((2-phenylacetoxy)methyl)tetrahydrofuran-3-yl (R)-2-amino-3,3-dimethylbutanoate